6-((3S,4S)-4-Amino-3-methyl-2-oxa-8-aza-spiro[4.5]dec-8-yl)-3-(2-chloro-3-fluoro-phenyl)-2,5-dimethyl-3H-pyrimidin-4-one N[C@@H]1[C@@H](OCC12CCN(CC2)C2=C(C(N(C(=N2)C)C2=C(C(=CC=C2)F)Cl)=O)C)C